C1(CC1)C1=C(C(=NO1)C1=C(C=NC=C1Cl)Cl)/C=C/C12COC(CC1)(CC2)C2=NC(=NO2)C=2C=C(C(=O)O)C=C(C2)C(F)(F)F (E)-3-(5-(4-(2-(5-cyclopropyl-3-(3,5-dichloropyridin-4-yl)isoxazol-4-yl)vinyl)-2-oxabicyclo[2.2.2]oct-1-yl)-1,2,4-oxadiazol-3-yl)-5-(trifluoromethyl)benzoic acid